NC1=NC=C(C2=C1C(=C(S2)C2=CC=C(C=C2)NC(C=CC)=O)C=2C=NC(=CC2)OC2=NC=CC(=N2)C)C(=O)N 4-amino-2-(4-methylacrylamidophenyl)-3-(6-((4-methylpyrimidin-2-yl)oxy)pyridin-3-yl)thieno[3,2-c]pyridine-7-carboxamide